1-(6-fluoropyridazin-3-yl)-5-(trifluoromethyl)-1H-pyrazole-4-carboxylic acid FC1=CC=C(N=N1)N1N=CC(=C1C(F)(F)F)C(=O)O